(S)-3-((3-butyl-2-methyl-7-(methylthio)-1,1-dioxido-5-phenyl-2,3,4,5-tetrahydro-1,2,5-benzothiadiazepin-8-yl)oxy)-2-methoxypropanoic acid C(CCC)C1N(S(C2=C(N(C1)C1=CC=CC=C1)C=C(C(=C2)OC[C@@H](C(=O)O)OC)SC)(=O)=O)C